1-[2'-(quinolin-3-yl)-5',6'-dihydrospiro[azetidine-3,4'-pyrrolo[1,2-b]pyrazol]-1-yl]ethan-1-one N1=CC(=CC2=CC=CC=C12)C=1C=C2N(N1)CCC21CN(C1)C(C)=O